FC(C)(F)C=1C=C(C=NC1)O 5-(1,1-difluoroethyl)pyridin-3-ol